tert-butyl N-cyclopropyl-N-[1-[7-[(6-methoxy-2-methyl-indazol-5-yl)carbamoyl]-2-methyl-pyrazolo[4,3-c]pyridin-4-yl]-4-piperidyl]carbamate C1(CC1)N(C(OC(C)(C)C)=O)C1CCN(CC1)C1=NC=C(C=2C1=CN(N2)C)C(NC2=CC1=CN(N=C1C=C2OC)C)=O